(1,1-dioxothiomorpholino)methanone O=S1(CCN(CC1)C=O)=O